BrC1=CC(=C(CNC[C@@H]2CCC(N2)=O)C=C1)OC (S)-5-(((4-bromo-2-methoxybenzyl)amino)methyl)pyrrolidin-2-one